[3-(dimethylamino) propyl]-2-methyl-7-oxo-9-{6-[(1-oxododecyl) oxy] hexyl}-2,6-diaza-8-oxapentadecan-15-yl dodecanoate C(CCCCCCCCCCC)(=O)OC(CCCCCC(OC(NCCCN(C)C)=O)CCCCCCOC(CCCCCCCCCCC)=O)CCCN(C)C